C(C)(C)C(C)(C(C)(C1=CC=CC=C1)C(C)C)C1=CC=CC=C1 2,3-diisopropyl-2,3-diphenylbutane